ClC1=CC=C(N=N1)OC1=CC=C(C=C1)C(C=CC1=CC=CC=C1)=O 1-(4-((6-chloropyridazin-3-yl)oxy)phenyl)-3-phenyl-2-propen-1-one